2-(2-(tritylamino)thiazole-4-yl)glyoxylic acid C(C1=CC=CC=C1)(C1=CC=CC=C1)(C1=CC=CC=C1)NC=1SC=C(N1)C(C(=O)O)=O